(1S,8S)-1-amino-8-ethyl-4-fluoro-8-hydroxy-3-methyl-11,14-dihydro-1H-cyclopenta[de]pyrano[3',4':6,7]indolizino[1,2-b]quinoline-9,12(2H,8H)-dione hydrochloride Cl.N[C@H]1CC=2C=3C1=C1C(=NC3C=C(C2C)F)C2=CC3=C(C(N2C1)=O)COC([C@]3(O)CC)=O